nitro-methylsulfone [N+](=O)([O-])CS(=O)(=O)C[N+](=O)[O-]